(R)-6-chloro-3-((1-(2-(3-(difluoromethyl)phenyl)-3,6-dimethyl-4-oxo-3,4-dihydroquinazolin-8-yl)ethyl)amino)picolinic acid ClC1=CC=C(C(=N1)C(=O)O)N[C@H](C)C=1C=C(C=C2C(N(C(=NC12)C1=CC(=CC=C1)C(F)F)C)=O)C